tert-butyl (1-(6-(2,5-dimethyl-1H-pyrrol-1-yl)pyrimidin-4-yl)-2-methoxyethyl)carbamate CC=1N(C(=CC1)C)C1=CC(=NC=N1)C(COC)NC(OC(C)(C)C)=O